C(C1=CC=CC=C1)OCC12OCC(CC1)(CC2)C2=NNC(=C2)C2=CN=CN2[C@H](CO)C (S)-2-(5-(3-(1-((benzyloxy)methyl)-2-oxabicyclo[2.2.2]oct-4-yl)-1H-pyrazol-5-yl)-1H-imidazol-1-yl)propan-1-ol